2-[[6-(azetidin-1-yl)-3,5-dicyano-4-ethyl-2-pyridinyl]sulfanyl]-2-phenyl-acetamide N1(CCC1)C1=C(C(=C(C(=N1)SC(C(=O)N)C1=CC=CC=C1)C#N)CC)C#N